ClC1=C(C=C(C=C1F)CC[C@@H](C(=O)O)NC(=O)OCC1C2=CC=CC=C2C=2C=CC=CC12)F (2S)-4-(4-chloro-3,5-difluoro-phenyl)-2-(9H-fluoren-9-ylmethoxycarbonyl-amino)-butyric acid